NC1=NC=CC=C1C1=NC=2C(=NC(=CC2)C=2CCOCC2)N1C1=CC=C(CN2CCN(CC2)C(=O)C2=CC(=C(C=O)C=C2)O)C=C1 4-(4-(4-(2-(2-Aminopyridin-3-yl)-5-(3,6-dihydro-2H-pyran-4-yl)-3H-imidazo[4,5-b]pyridin-3-yl)benzyl)piperazine-1-carbonyl)-2-hydroxybenzaldehyde